C1(=CC=CC=C1)C=1C2=C(N=NC=3C4=C5C(=CC=C4C(=CC1)C32)C=CC=C5)C5=CC=CC3=CC=CC=C53 phenylnaphthaleneyldiazabenzofluoranthene